4-fluoro-N-[(1s,4s)-4-[(2-methyl-1-benzothiophen-4-yl)amino]cyclohexyl]benzamide FC1=CC=C(C(=O)NC2CCC(CC2)NC2=CC=CC3=C2C=C(S3)C)C=C1